N-methyl-2-(tert-butyldiphenylsiloxy)ethylamine CNCCO[Si](C1=CC=CC=C1)(C1=CC=CC=C1)C(C)(C)C